C(CCC)N1C2=CC=CC=C2C=2C=C(N=C(C12)C)C(=O)NCCO 9-butyl-1-methyl-N-(2-hydroxy)ethyl-β-carboline-3-carboxamide